5-(5-(3-chloro-4-methoxyphenyl)-1H-indazol-1-yl)-2-fluorophenol ClC=1C=C(C=CC1OC)C=1C=C2C=NN(C2=CC1)C=1C=CC(=C(C1)O)F